C(=CC1=CC=CC=C1)[NH-] styryl-amide